(2R,5R)-3-(3-aminophenethyl)-2-(1-(4-bromophenyl)-3-(4-fluorophenyl)-1H-pyrazol-4-yl)-5-methyloxazolidin-4-one NC=1C=C(CCN2[C@H](O[C@@H](C2=O)C)C=2C(=NN(C2)C2=CC=C(C=C2)Br)C2=CC=C(C=C2)F)C=CC1